OC(=O)C(F)(F)F.FC1=CC=C(CN(CCN2C3CC(CC2CC3)C=3C=C(C(=O)N)C=CC3)C(CS(=O)(=O)C)=O)C=C1 3-endo-(8-{2-[(4-fluorobenzyl)-(2-methanesulfonylacetyl)amino]ethyl}-8-azabicyclo[3.2.1]oct-3-yl)-benzamide TFA salt